C(CCCC#C)NC(NC1=CC=C(C=C1)O)=O 3-(hex-5-yn-1-yl)-1-(4-hydroxyphenyl)urea